3,5-dihydroxyhept-6-enoate OC(CC(=O)[O-])CC(C=C)O